C(C)(C)(C)OC(=O)N1CCN(CC1)C1=NC(=NC(=N1)C=C)C=C 4-(4,6-Divinyl-1,3,5-triazin-2-yl)piperazine-1-carboxylic acid tert-butyl ester